CC=1C(=C(C=CC1)C(C1=CC=CC=C1)=[Hf](C1=C(C=CC=2C3=CC=C(C=C3CC12)C(C)(C)C)C(C)(C)C)C1C=CC=C1)C dimethyl-diphenylmethylene(cyclopentadienyl)(2,7-di-tert-butylfluorenyl)hafnium